4-((4-bromo-5-iodo-3-(1-phenylvinyl)pyridin-2-yl)amino)-1,6,6-trimethyl-5,6-dihydropyridin-2(1H)-one BrC1=C(C(=NC=C1I)NC1=CC(N(C(C1)(C)C)C)=O)C(=C)C1=CC=CC=C1